[Br-].CC1=CCN(C=C1)CCCCCCCCCCCC 4-methyl-N-dodecylpyridine bromide